FC1=C(C=C(C(=O)OC)C=C1)C(=C)CO methyl 4-fluoro-3-(3-hydroxyprop-1-en-2-yl)benzoate